FS(=O)(=O)C=1C=C(C(=O)O)C=CC1 3-(fluorosulfonyl)benzoic acid